(E)-1-(3-(4-chlorophenyl)-2-phenylpropenoyl)-3-ethyl-4-methyl-1,5-dihydro-2H-pyrrol-2-one ClC1=CC=C(C=C1)/C=C(/C(=O)N1C(C(=C(C1)C)CC)=O)\C1=CC=CC=C1